5-((Benzhydryl)amino)-1,6-naphthyridin-2-yl-triflic acid C(C1=CC=CC=C1)(C1=CC=CC=C1)NC1=C2C=CC(=NC2=CC=N1)OS(=O)(=O)C(F)(F)F